C(CCCC\C=C/CC\C=C/C=C/CC)C1OCCCO1 2-(6Z,10Z,12E)-6,10,12-pentadecatrien-1-yl-1,3-dioxane